ClC=1C(=C(C=CC1)NC=1C(=NN2C1C(NCC2)=O)C2=C1C(=NC=C2)C=C(N1)OC)OC [(3-chloro-2-methoxyphenyl)amino]-2-{2-methoxy-1H-pyrrolo[3,2-b]pyridin-7-yl}-5H,6H,7H-pyrazolo[1,5-a]pyrazin-4-one